6-chloro-2-(4-ethoxyphenyl)-1H-pyrrolo[2,3-b]pyridine ClC1=CC=C2C(=N1)NC(=C2)C2=CC=C(C=C2)OCC